1-(5-bromo-2-ethyl-2H-1,2,3-triazol-4-yl)ethan-1-one BrC=1C(=NN(N1)CC)C(C)=O